FC1=C(OCS(=O)(=O)C=2SC=CN2)C(=C(C(=C1F)F)F)F (((perfluorophenoxy)methyl)sulfonyl)thiazole